Cl.F\C(=C/CN)\CN1C=NC2=C1C=C(C=C2C2=CC=C(C=C2)S(=O)(=O)C)F (Z)-3-fluoro-4-(6-fluoro-4-(4-(methylsulfonyl)phenyl)-1H-benzo[d]imidazol-1-yl)but-2-en-1-amine hydrochloride